O1-tert-butyl O2-methyl (2S,4R)-4-[tert-butyl(dimethyl)silyl]oxy-2-methyl-pyrrolidine-1,2-dicarboxylate [Si](C)(C)(C(C)(C)C)O[C@@H]1C[C@](N(C1)C(=O)OC(C)(C)C)(C(=O)OC)C